O1C(=C(C(=O)C2=CC=CC=C12)CCCCCCCCCCCCCCCCCC(=O)O)C1=CC=CC=C1 flavone-stearic acid